ClC=1C=C(C=2CCC(C2C1)O)S(=O)(=O)NC1=C(C(=C(C=C1)F)C=1C=C2C=NC(=NC2=CC1)NC1CCNCC1)F 6-chloro-N-{2,4-difluoro-3-[2-(piperidin-4-ylamino)quinazolin-6-yl]phenyl}-1-hydroxy-2,3-dihydro-1H-indene-4-sulfonamide